CN(C)CC1=C2C=CC=NC2=C(C(=C1)CN(C)C)O 5,7-bis((dimethylamino)methyl)quinolin-8-ol